CN1CCC2(C[C@H]2C(=O)N[C@@H](CCCCCC(CC)=O)C=2NC(=CN2)C=2C=C3C=CC=NC3=CC2)CC1 (R)-6-methyl-N-((S)-7-oxo-1-(5-(quinolin-6-yl)-1H-imidazol-2-yl)nonyl)-6-azaspiro[2.5]octane-1-carboxamide